4-(4-bromo-2-methylphenyl)tetrahydro-2H-pyran BrC1=CC(=C(C=C1)C1CCOCC1)C